tert-butyl N-[4-[4-[4-[4-[4-[[(5-tert-butyl-1,2,4-oxadiazole-3-carbonyl)amino] methyl]-3-methyl-phenyl]pyrrolo[2,1-f][1,2,4]triazin-6-yl]phenyl]butyl]phenyl]carbamate C(C)(C)(C)C1=NC(=NO1)C(=O)NCC1=C(C=C(C=C1)C1=NC=NN2C1=CC(=C2)C2=CC=C(C=C2)CCCCC2=CC=C(C=C2)NC(OC(C)(C)C)=O)C